NC=1N=NC(=CC1N1CC2CCC(C1)N2C=2C=C(C=O)C=CC2)C2=C(C=CC=C2)O 3-(3-(3-amino-6-(2-hydroxyphenyl)pyridazin-4-yl)-3,8-diazabicyclo[3.2.1]octan-8-yl)benzaldehyde